C(CCCCC)NC(=O)OCC(C)CCC[C@@H](C)[C@H]1CC[C@H]2[C@@H]3CC=C4C[C@@H](O)CC[C@]4(C)[C@H]3CC[C@]12C hexylamino-carbonyl-oxycholesterol